CN1CCC2(CC1)OC1=C(C2)C=C(C=C1)C=O 1'-Methyl-3H-spiro[benzofuran-2,4'-piperidine]-5-carboxaldehyde